1,2,3,3,4,4,5,5,6,6-decafluorocyclohexene FC1=C(C(C(C(C1(F)F)(F)F)(F)F)(F)F)F